N=1N(N=CC1)C1=C(C=CC=C1)C(=O)N1[C@@H]2[C@@H](C[C@H](C1)CC2)NC2=NC=C(C=C2)C (2-(2H-1,2,3-triazol-2-yl)phenyl)((1S,4R,6R)-6-((5-methylpyridin-2-yl)amino)-2-azabicyclo[2.2.2]oct-2-yl)methanone